C(#N)[C@@H](C[C@@H]1C(NCCC1)=O)NC(=O)[C@H]1N(C[C@H]2[C@@H]1CC(C2)(F)F)C(=O)C=2NC1=C(C(=CC(=C1C2)F)F)Cl (1S,3aR,6aS)-N-((R)-1-cyano-2-((R)-2-oxopiperidin-3-yl)ethyl)-2-(4,6-difluoro-7-chloro-1H-indole-2-carbonyl)-5,5-difluorooctahydrocyclopenta[c]pyrrole-1-carboxamide